ClC=1C=C(C=CC1CN1CCCC1)C=1C(=C(C=CC1)C1=C(C(=CC=C1)C=1OC2=C(N1)C=C(C(=C2)OC(F)F)CN2[C@@H](CCC2)C(=O)O)C)C ((2-(3''-chloro-2,2'-dimethyl-4''-(pyrrolidin-1-ylmethyl)-[1,1':3',1''-terphenyl]-3-yl)-6-(difluoromethoxy)benzo[d]oxazol-5-yl)methyl)-L-proline